6-isopropyl-9-((3-methoxycyclobutyl)methoxy)-2-oxo-10-(thiazol-2-yl)-6,7-dihydro-2H-pyrido[2,1-a]isoquinoline-3-carboxylic acid C(C)(C)C1N2C(C3=CC(=C(C=C3C1)OCC1CC(C1)OC)C=1SC=CN1)=CC(C(=C2)C(=O)O)=O